FC1=C(OC2=CC=NC3=CC(=C(C=C23)OCC)OCCC(=O)[O-])C=CC(=C1)NC(=O)C1(CC1)C(NC1=CC=C(C=C1)F)=O.C(C)[NH+](CC)CC triethylammonium 3-[[4-[2-fluoro-4-[[1-[(4-fluorophenyl)carbamoyl]cyclopropanecarbonyl]amino]phenoxy]-6-ethoxy-7-quinolyl]oxy]propionate